C1(=CC=CC=C1)C#CC(=O)C1=CC=C(C=C1)F 3-phenyl-1-(p-fluorophenyl)prop-2-yn-1-one